(15Z)-Tetracos-15-enoic acid C(CCCCCCCCCCCCC\C=C/CCCCCCCC)(=O)O